FC(F)(F)B1OB(OBO1)C1=CC=CC=C1 trifluoromethylphenyl-boroxin